N-(1-phenylcyclopropyl)pivaloyl-amide C1(=CC=CC=C1)C1(CC1)[N-]C(C(C)(C)C)=O